[2-(2,2,2-trifluoroethoxy)phenyl]boronic acid FC(COC1=C(C=CC=C1)B(O)O)(F)F